NC1=NC=2C=C(C=CC2C2=C1N=C(N2CC(CO)O)COCC)C=2C=NC=CC2 3-[4-amino-2-(ethoxymethyl)-7-(pyridin-3-yl)-1H-imidazo[4,5-c]quinolin-1-yl]propane-1,2-diol